CC1=C(N)C(=CC(=C1)CCC(C(C(C(C(C(F)(F)F)(F)F)(F)F)(F)F)(F)F)(F)F)C 2,6-dimethyl-4-(3,3,4,4,5,5,6,6,7,7,8,8,8-tridecafluorooctyl)aniline